N-[(3R)-2,2-dimethylpyrrolidin-3-yl]-6-methyl-5-(1-methyl-1H-imidazol-4-yl)pyridin-2-amine, dihydrochloride salt Cl.Cl.CC1(NCC[C@H]1NC1=NC(=C(C=C1)C=1N=CN(C1)C)C)C